BrNC=1C(C(=O)O)=CC=CC1.CSC1=C(C(=C(C=C1)Br)C)C 4-methylthio-2,3-dimethyl-bromobenzene bromoanthranilate